ClC=1C(=NC(=NC1)NC1=CC=C(C=C1)N(C)CCN(C)C)N1C=CC2=CC(=CC=C12)NC(C=C)=O N-[1-[5-chloro-2-[4-[2-(dimethylamino)ethyl-methyl-amino]anilino]pyrimidin-4-yl]indol-5-yl]prop-2-enamide